C[C@]1(CN[C@H]2CN([C@@H]12)C1=CC=C(C=N1)C=1C=C(NC1)C=1C=NN(C1)C)N 4-(6-((1S,4R,5R)-4-methyl-4-amino-2,6-diazabicyclo[3.2.0]heptan-6-yl)pyridin-3-yl)-2-(1-methyl-1H-pyrazol-4-yl)-1H-pyrrole